2-[(3-{3-[(2,4-dichlorophenoxy)methyl]phenoxy}azetidin-1-yl)methyl]-1-[(1,3-oxazol-5-yl)methyl]-1H-1,3-benzodiazole-6-carboxylic acid ClC1=C(OCC=2C=C(OC3CN(C3)CC3=NC4=C(N3CC3=CN=CO3)C=C(C=C4)C(=O)O)C=CC2)C=CC(=C1)Cl